OC(CN1C[C@@H]2[C@H](C1)CC(C2)(O)CC2=C(C=CC=C2)C)C2=CC=C(C=C2)O |r| rac-(3aR,5r,6aS)-2-(2-hydroxy-2-(4-hydroxyphenyl)ethyl)-5-(2-methylbenzyl)octahydro-cyclopenta[c]pyrrol-5-ol